C(C1=CC=CC=C1)NC1=NC(=NC2=CC(=C(C=C12)F)C1O[C@@H]([C@H]([C@H]1O)O)CO)Cl (3R,4S,5R)-2-(4-(benzylamino)-2-chloro-6-fluoroquinazolin-7-yl)-5-(hydroxymethyl)tetrahydrofuran-3,4-diol